N-(2-(1-((6-(2,4-dioxotetrahydropyrimidin-1(2H)-yl)pyridazin-3-yl)methyl)piperidin-4-yl)-6-methoxy-2H-indazol-5-yl)-6-(trifluoromethyl)nicotinamide O=C1N(CCC(N1)=O)C1=CC=C(N=N1)CN1CCC(CC1)N1N=C2C=C(C(=CC2=C1)NC(C1=CN=C(C=C1)C(F)(F)F)=O)OC